C(#N)C1=CC(=C(CCN[C@H](C(=O)NC2=NC=C(C=C2)C=2C=NN(C2)C)C2=CC=CC=C2)C=C1)C |r| (S)- and (R)-2-((4-cyano-2-methylphenethyl)amino)-N-(5-(1-methyl-1H-pyrazol-4-yl)pyridin-2-yl)-2-phenylacetamide